C1(CC1)C(=O)OC1CCNCC1 1-(piperidin-4-yl) cyclopropanecarboxylate